C(C1=CC=CC=C1)OC=1C=C2CCC(=C(C2=CC1)C1=CC=C(C=C1)N1CCC(CC1)C(OC)OC)C=1C=C2CCC2=CC1 1-(4-(6-(benzyloxy)-2-(bicyclo[4.2.0]octa-1,3,5-trien-3-yl)-3,4-dihydronaphthalen-1-yl)phenyl)-4-(dimethoxymethyl)piperidine